tert-butyl N-(17-{4-[4-(N-benzyl-2-chloroacetamido) phenoxy]phenoxy}-3,6,9,12,15-pentaoxaheptadecan-1-yl)carbamate C(C1=CC=CC=C1)N(C(CCl)=O)C1=CC=C(OC2=CC=C(OCCOCCOCCOCCOCCOCCNC(OC(C)(C)C)=O)C=C2)C=C1